C(CCC)[Sn](\C=C/C(=O)[O-])(CCCC)CCCC (Z)-3-tributylstannylacrylate